2,2,4,4-tetramethyl-cyclobutane-1,3-diol CC1(C(C(C1O)(C)C)O)C